{5-chloro-4-(4-cyano-6-trifluoromethyl-pyridin-3-yl)-2-[(2-methoxy-phenyl)-methyl-carbamoyl]-phenyl}-acetic acid ClC=1C(=CC(=C(C1)CC(=O)O)C(N(C)C1=C(C=CC=C1)OC)=O)C=1C=NC(=CC1C#N)C(F)(F)F